O=C1NC(CCC1N1C(C2=CC=C(C=C2C1=O)N1CCN(CC1)CCC1=CC(=C(C=C1F)NC1=NC=C(C(=C1)NC1=C(C(=O)NC)C=CC=C1)C(F)(F)F)OC)=O)=O 2-((2-((4-(2-(4-(2-(2,6-dioxopiperidin-3-yl)-1,3-dioxoisoindolin-5-yl)piperazin-1-yl)ethyl)-5-fluoro-2-methoxyphenyl)amino)-5-(trifluoromethyl)pyridin-4-yl)amino)-N-methyl-benzamide